(S)-4-(8-Fluoro-2-(2-hydroxypropan-2-yl)-3-methyl-3,4-dihydro-5-oxa-1,2a-diazaacenaphthylene-6-yl)-2-((2-fluoro-4-(3-oxomorpholino)phenyl)amino)pyrimidine-5-carbonitrile FC1=CC(=C2OC[C@@H](N3C(=NC1=C32)C(C)(C)O)C)C3=NC(=NC=C3C#N)NC3=C(C=C(C=C3)N3C(COCC3)=O)F